[3-(benzyloxy)-7-bromonaphthalene-2-yl]glycine methyl ester COC(CNC1=CC2=CC(=CC=C2C=C1OCC1=CC=CC=C1)Br)=O